2-Amino-5-fluoro-4-(5-fluoro-3-((3S,4S)-3-(isopropylamino)-4-methylpyrrolidin-1-yl)-7,9-dihydrofuro[3,4-f]quinazolin-6-yl)benzo[b]thiophene-3-carbonitrile NC1=C(C2=C(S1)C=CC(=C2C=2C1=C(C=3C=NC(=NC3C2F)N2C[C@H]([C@H](C2)C)NC(C)C)COC1)F)C#N